[Cl-].C(C1=CC=CC=C1)[N+](CCCCCCC)(C)C benzyl-dimethyl-heptyl-ammonium chloride